6-chloro-7-methyl-3-phenylfuro[3,2-b]pyridine ClC=1C(=C2C(=NC1)C(=CO2)C2=CC=CC=C2)C